N,N1-Dibenzyl-6-morpholin-4-yl-[1,3,5]triazine-2,4-diamine C(C1=CC=CC=C1)NC1N(C(=NC(=N1)N)N1CCOCC1)CC1=CC=CC=C1